FC1=CC(=C(C=C1)O)CN1C2CN(CC1C2)C2=NC=C(C=C2)C=2C1=C(N=CN2)NC(=C1)OCCF 4-fluoro-2-((3-(5-(6-(2-fluoroethoxy)-7H-pyrrolo[2,3-d]pyrimidin-4-yl)pyridin-2-yl)-3,6-diazabicyclo[3.1.1]heptan-6-yl)methyl)phenol